[Cl-].[Cl-].C1(=CC=CC=C1)C(=[Zr+2](C1=CC=CC2=C3C(=C4C=5C=CC=CC5CC4=C21)C=CC=C3)C3C=CC=C3)C3=CC(=CC=C3)C(F)(F)F phenyl(m-trifluoromethyl-phenyl)methylene(cyclopentadienyl)(dibenzofluorenyl)zirconium dichloride